dodecyl-dilaurylamide C(CCCCCCCCCCC)CCCCCCCCCCCC[N-]CCCCCCCCCCCC